FC1=CC=C(C=C1)C(=S)N1[C@@H](C=2N(CC1)C(=NC2C2=CC=NC=C2)C2=NC(=NS2)C)C (R)-(4-fluorophenyl)(8-methyl-3-(3-methyl-1,2,4-thiadiazol-5-yl)-1-(pyridin-4-yl)-5,6-dihydroimidazo[1,5-a]pyrazin-7(8H)-yl)methanethione